(2-piperazin-1-ylethyl)carbamate N1(CCNCC1)CCNC([O-])=O